CNC=1NC(C=2[N+](=CN([C@H]3[C@H](O)[C@H](O)[C@@H](CO)O3)C2N1)C)=O N2,7-dimethyl-guanosine